BrC1=CC(=NC=C1)[C@H](C(F)(F)F)NC(OC(C)(C)C)=O (R)-tert-butyl (1-(4-bromopyridin-2-yl)-2,2,2-trifluoroethyl)carbamate